C(C)OC=1C=C(C=CC1)C1=CC=C(C=C1)CN1C=CC2=C(C=CC(=C12)C(=O)NC1CC2(CCC2)C1)F (Sa)-6-(1-((3'-Ethoxy-[1,1'-biphenyl]-4-yl)methyl)-4-fluoro-1H-indol-7-carboxamido)spiro[3.3]heptan